sodium decylhydroxyethylacetate C(CCCCCCCCC)OC(CCCO)=O.[Na]